N-((6-(4-fluorophenyl)-2-(pyrrolidin-1-yl)pyridin-3-yl)methyl)propionamide FC1=CC=C(C=C1)C1=CC=C(C(=N1)N1CCCC1)CNC(CC)=O